OCOC(C)=O acetic acid hydroxymethyl ester